2-(3-chlorophenyl)-1-((2R,3R,4S,5R,6R)-3,5-dihydroxy-2-(hydroxymethyl)-4-(4-(3,4,5-trifluorophenyl)-1H-1,2,3-triazole-1-yl)-1-oxa-8-azaspiro[5.5]undecane-8-yl)ethanone ClC=1C=C(C=CC1)CC(=O)N1C[C@@]2([C@@H]([C@H]([C@H]([C@H](O2)CO)O)N2N=NC(=C2)C2=CC(=C(C(=C2)F)F)F)O)CCC1